COC1=NC=CC(=C1)N1N=C2C(NC=CC2=O)=N1 2-(2-methoxypyridin-4-yl)-7-oxo-2H,4H,7H-[1,2,3]triazolo[4,5-b]pyridin